CO[C@@H]1C2CCC(C1)N2 (2S)-2-methoxy-7-azabicyclo[2.2.1]heptan